NC=1C=C(C=C(C1)C(F)(F)F)[C@@H](C)NC(=O)C1=NN(C(C=C1)=O)C=1SC(=CC1)C N-[(1R)-1-[3-amino-5-(trifluoromethyl)phenyl]ethyl]-1-(5-methyl-2-thienyl)-6-oxo-pyridazine-3-carboxamide